FC([C@H]1N(C(OC1)=C=O)C=1N=C2N(CCOC3=C2C=CC(=C3)N[C@H](C(=O)NO)C)C1)F (S)-2-((2-((S)-4-(difluoromethyl)-2-carbonyloxazolidin-3-yl)-5,6-dihydrobenzo[f]imidazo[1,2-d][1,4]oxazepin-9-yl)amino)-N-hydroxypropionamide